4-(4-(4-(1-ethylpiperidin-4-yl)piperazin-1-yl)piperidin-1-yl)-3-((2-fluoro-4-(hexadecyloxy)phenyl)sulfonyl)-6-(methylsulfinyl)quinoline C(C)N1CCC(CC1)N1CCN(CC1)C1CCN(CC1)C1=C(C=NC2=CC=C(C=C12)S(=O)C)S(=O)(=O)C1=C(C=C(C=C1)OCCCCCCCCCCCCCCCC)F